2-tert-Butyl-anthraquinone C(C)(C)(C)C1=CC=2C(C3=CC=CC=C3C(C2C=C1)=O)=O